COCCOCCOC(=O)C=1C=CC=2C(C3=CC=CC=C3SC2C1C(=O)OCCOCCOC)=O 3,4-bis[2-(2-methoxyethoxy)ethoxycarbonyl]thioxanthone